CNC(NN=C(C)C1=CC=CC(=N1)C(C)=O)=S 2,6-diacetylpyridine N4-methylthiosemicarbazone